COCCOCC(=O)N 2-(2-methoxyethoxy)acetamide